C(C)(C)(C)OC(=O)N[C@H](CC(N)=O)C(=O)O N2-(tert-Butoxycarbonyl)-D-asparagin